C1(CC1)C1=CNC2=C1C=NC(=C2)CC(=O)N (3-cyclopropyl-1H-pyrrolo[3,2-c]pyridin-6-yl)acetamide